tert-butyl 7-(2-(2,6-dioxopiperidin-3-yl)-1,3-dioxoisoindolin-5-yl)-2,7-diazaspiro[3.5]nonane-2-carboxylate O=C1NC(CCC1N1C(C2=CC=C(C=C2C1=O)N1CCC2(CN(C2)C(=O)OC(C)(C)C)CC1)=O)=O